OCC=1C=CC(=C(C1)C1C(CC=2C(=NC=NC2C1)N1CCN(CC1)C(C=C)=O)C)C 1-(4-(7-(5-(hydroxymethyl)-2-methylphenyl)-6-methyl-5,6,7,8-tetrahydroquinazolin-4-yl)piperazin-1-yl)prop-2-en-1-one